n-methyl-3-(pyridin-4-yl)-1-(4-(trifluoromethyl)phenyl)-1H-indole-5-sulfonamide CNS(=O)(=O)C=1C=C2C(=CN(C2=CC1)C1=CC=C(C=C1)C(F)(F)F)C1=CC=NC=C1